N5-(2-(1H-pyrazol-4-yl)ethyl)-N7,3-dimethyl-3-phenyl-2,3-dihydrobenzofuran-5,7-dicarboxamide N1N=CC(=C1)CCNC(=O)C=1C=C(C2=C(C(CO2)(C2=CC=CC=C2)C)C1)C(=O)NC